(2s,3R)-1-(2-fluoro-6-methylbenzoyl)-N-(4-methyl-3-(trifluoromethyl)phenyl)-2-(4-((tetrahydro-2H-pyran-4-yl)amino)phenyl)-1,2,3,4-tetrahydroquinoline-3-carboxamide FC1=C(C(=O)N2[C@@H]([C@@H](CC3=CC=CC=C23)C(=O)NC2=CC(=C(C=C2)C)C(F)(F)F)C2=CC=C(C=C2)NC2CCOCC2)C(=CC=C1)C